uridine-phosphate P(=O)(O)(O)OC[C@@H]1[C@H]([C@H]([C@@H](O1)N1C(=O)NC(=O)C=C1)O)O